(3,5-di-tert-butyl-4-hydroxyphenyl)-propionic acid n-octadecyl ester C(CCCCCCCCCCCCCCCCC)OC(C(C)C1=CC(=C(C(=C1)C(C)(C)C)O)C(C)(C)C)=O